1-(3-(((3-Chloroisoquinolin-8-yl)oxy)methyl)azetidin-1-yl)ethan-1-one (3S,4R)-4-{[5-fluoro-7-(3-fluorocyclopentyl)pyrrolo[2,1-f][1,2,4]triazin-2-yl]amino}oxan-3-yl-acetate FC=1C=C(N2N=C(N=CC21)N[C@H]2[C@@H](COCC2)CC(=O)O)C2CC(CC2)F.ClC=2N=CC1=C(C=CC=C1C2)OCC2CN(C2)C(C)=O